benzyl (E)-2-[3-fluoro-5-[pent-1-enyl]phenyl]acetate FC=1C=C(C=C(C1)\C=C\CCC)CC(=O)OCC1=CC=CC=C1